8-(1-aminoethyl)-2-(ethylsulfanyl)-3,6-dimethyl-4H-benzopyran-4-one NC(C)C1=CC(=CC=2C(C(=C(OC21)SCC)C)=O)C